FC(COC1CN(C1)CC[C@@H](C)[C@H]1CC[C@H]2\C(\CCC[C@]12C)=C\C=C1C[C@H](C[C@@H](C1)O)O)F (1R,3R)-5-(2-((1R,3aS,7aR,E)-1-((R)-4-(3-(2,2-difluoroethoxy)azetidin-1-yl)butan-2-yl)-7a-methyl-octahydro-4H-inden-4-ylidene)ethylidene)cyclohexane-1,3-diol